5-borono-2-methoxybenzoic acid B(O)(O)C=1C=CC(=C(C(=O)O)C1)OC